(3aR,4S,7R,7aS)-2-(4-(2-(4-Methoxyphenyl)-2-oxoethoxy)phenyl)-3a,4,7,7a-tetrahydro-1H-4,7-methanoisoindole COC1=CC=C(C=C1)C(COC1=CC=C(C=C1)N1C[C@H]2[C@H]3C=C[C@@H]([C@H]2C1)C3)=O